BrC=1C=C(ON(C(NC(C(=O)O)(C)C)=O)CC)C=C(C1)C(F)(F)F 2-{3-[3-bromo-5-(trifluoromethyl)phenoxy]-3-ethylureido}-2-methylpropanoic acid